4-(6-(4-methoxy-3-propoxyphenyl)pyridin-2-yl)-4-methyl-1,2-oxaborol-2-ol COC1=C(C=C(C=C1)C1=CC=CC(=N1)C1(CB(OC1)O)C)OCCC